Methyl-N-[(E,1S)-6-(dimethylamino)-1-[[1-[(4-isobutyl-1H-benzimidazol-2-yl)methyl]-6-methyl-2-oxo-3-pyridyl]carbamoyl]-6-oxo-hex-4-enyl]carbamat COC(N[C@@H](CC\C=C\C(=O)N(C)C)C(NC=1C(N(C(=CC1)C)CC1=NC2=C(N1)C=CC=C2CC(C)C)=O)=O)=O